C(CCCCC\C=C\CCCC)O (E)-7-dodecen-1-ol